S1C(=CC=C1)C=CC=1SC=CC1 dithienyl-ethene